C1(CC1)C1=C(C=C(C(=O)O)C=C1)S(NC1=C(C=C(C(=C1)N1N=NN=C1)F)N1CCCCC1)(=O)=O 4-cyclopropyl-3-(N-(4-fluoro-2-(piperidin-1-yl)-5-(1H-tetrazol-1-yl)phenyl)sulfamoyl)benzoic acid